NC1=NC=C(N=C1C1=NC=CC=C1C)Br 2-Amino-3-(3-methylpyridinyl)-5-bromopyrazine